[Ca].C1(=CC=CC=C1)O phenol calcium salt